S1C=CC=2NC(=CC21)C(=O)OCC ethyl 4H-thieno[3,2-b]pyrrole-5-carboxylate